2-(1-(4-amino-3-(3-hydroxyphenyl)-1H-pyrazolo[3,4-d]pyrimidin-1-yl)ethyl)-3-cyclopropyl-6-fluoroquinazolin-4(3H)-one NC1=C2C(=NC=N1)N(N=C2C2=CC(=CC=C2)O)C(C)C2=NC1=CC=C(C=C1C(N2C2CC2)=O)F